CN1C(C(=CC=C1)C=1CN(CCC1)C(=O)OC(C)(C)C)=O tert-butyl 1'-methyl-2'-oxo-1',2',5,6-tetrahydro-[3,3'-bipyridine]-1(2H)-carboxylate